C1(=CC=CC=C1)CCCC1=NOC(=N1)[C@H]1N(C[C@@H](C1)F)S(=O)(=O)CC1=CC=CC=C1 3-(3-Phenylpropyl)-5-[(2S,4R)-1-benzylsulfonyl-4-fluoropyrrolidin-2-yl]-1,2,4-oxadiazole